4-[4-fluoro-2-(trifluoromethyl)phenoxy]-5,6,7,8-tetrahydro-1,7-naphthyridine-7-carboxylic acid tert-butyl ester C(C)(C)(C)OC(=O)N1CCC=2C(=CC=NC2C1)OC1=C(C=C(C=C1)F)C(F)(F)F